1-methyl-1H-imidazole-2-nitrile CN1C(=NC=C1)C#N